4H-benzo[def]carbazole C1=C2C=3C=4C(=CC=CC4NC3C=C1)C=C2